Spiro(isobenzofuran-1(3H),9-(9H)xanthen)-3-one C1=CC=CC=2OC3=CC=CC=C3C3(C12)OC(C1=CC=CC=C13)=O